(1s,4s)-6'-acetyl-2'-bromo-4-(3-chloroanilino)spiro[cyclohexane-1,1'-indene]-4-carboxylic acid C(C)(=O)C1=CC=C2C=C(C3(C2=C1)CCC(CC3)(C(=O)O)NC3=CC(=CC=C3)Cl)Br